N-(5-chloro-quinolin-8-yl)-1-ethyl-1H-imidazole-2-sulfonamide ClC1=C2C=CC=NC2=C(C=C1)NS(=O)(=O)C=1N(C=CN1)CC